C(C)OC1=CC(=CC(=N1)C1=CC=C(C(=N1)OC1=C(C=C(C=C1C)C)C)C(=O)NS(=O)(=O)C1=NNC=C1)C 6-(6-Ethoxy-4-methyl-2-pyridyl)-N-(1H-pyrazol-3-ylsulfonyl)-2-(2,4,6-trimethylphenoxy)pyridin-3-carboxamid